C(C)(C)(C)C1=NN(C(=C1)C(=O)NC(CO)(C)C)CC1N(CCC1)C 3-(tert-butyl)-N-(1-hydroxy-2-methylpropane-2-yl)-1-((1-methylpyrrolidin-2-yl)methyl)-1H-pyrazole-5-formamide